ClC=1C=C(C=C(C1)Cl)CC(CC#N)=O 4-(3,5-dichlorophenyl)-3-oxobutanenitrile